CC1(CCC=2C(=NNC2C1)C=1NC2=CC(=CC=C2C1)C(=O)N1CCN(CC1)CC1CCN(CC1)C1=CC(=C(C=C1)C1C(NC(CC1)=O)=O)F)C 3-(4-(4-((4-(2-(6,6-dimethyl-4,5,6,7-tetrahydro-1H-indazol-3-yl)-1H-indole-6-carbonyl)piperazin-1-yl)methyl)piperidin-1-yl)-2-fluorophenyl)piperidine-2,6-dione